1-ethyl-3-(3-dimethylaminopyrrolyl)-carbodiimide C(C)N=C=NC=1NC=CC1N(C)C